BrC1=NC(=CC=C1)N=C=O bromo-6-isocyanatopyridine